C(C1=CC=CC=C1)OC1=C2N=CN(C2=NC(=N1)Cl)CC1=CC=C(C=C1)O[Si](C(C)C)(C(C)C)C(C)C 6-(benzyloxy)-2-chloro-9-(4-((triisopropylsilyl)oxy)benzyl)-9H-purine